FC=1C=C(C=CC1)C=1N=NN(C1)[C@@H]1[C@H]([C@@H](O[C@@H]([C@@H]1O)CO)C(=O)N1C(CN(CC1)C1=CC=C(C=C1)O)CO)O ((2R,3R,4S,5R,6R)-4-(4-(3-fluorophenyl)-1H-1,2,3-triazol-1-yl)-3,5-dihydroxy-6-(hydroxymethyl)tetrahydro-2H-pyran-2-yl)(2-(hydroxymethyl)-4-(4-hydroxyphenyl)piperazin-1-yl)methanone